(S)-5-(((4-(4-(3-((3-(((1-acetylpiperidin-4-yl)amino)methyl)-2-fluorophenyl)amino)-2-chlorophenyl)-3-chloropyridin-2-yl)-2-methoxybenzyl)amino)methyl)pyrrolidin-2-one C(C)(=O)N1CCC(CC1)NCC=1C(=C(C=CC1)NC=1C(=C(C=CC1)C1=C(C(=NC=C1)C1=CC(=C(CNC[C@@H]2CCC(N2)=O)C=C1)OC)Cl)Cl)F